ClC1=CC=CC2=C1C[C@H](C1=NC=CC=C1O2)CNC |o1:8| (S*)-(9-chloro-10,11-dihydrobenzo[6,7]oxepino[3,2-b]pyridin-11-yl)-N-methylmethanamine